5-fluoro-6-((S)-3-methylmorpholinyl)-1-(benzenesulfonyl)-1H-pyrrole FC1=CC=CN1S(=O)(=O)C1=CC=CC=C1N1[C@H](COCC1)C